1-(3-chloro-2-fluorobenzyl)-4-((3-fluoro-6-((5-methyl-1H-pyrazol-3-yl)amino)-4-(4-methylpiperazin-1-yl)pyridin-2-yl)methyl)piperidine-4-carboxylic acid ClC=1C(=C(CN2CCC(CC2)(C(=O)O)CC2=NC(=CC(=C2F)N2CCN(CC2)C)NC2=NNC(=C2)C)C=CC1)F